CN1N=C2[C@@H](N(CCC2=C1C1=CC(=NN1C)C(F)(F)F)C(=O)C1=C(C=C(C=C1)OC)OC(F)(F)F)C (S)-(2,7-dimethyl-3-(1-methyl-3-(trifluoromethyl)-1H-pyrazol-5-yl)-2,4,5,7-tetrahydro-6H-pyrazolo[3,4-c]Pyridin-6-yl)(4-methoxy-2-(trifluoromethoxy)phenyl)methanone